(R)-4-((1-(1-methyl-1H-indazole-3-carbonyl)pyrrolidin-3-yl)oxy)benzonitrile CN1N=C(C2=CC=CC=C12)C(=O)N1C[C@@H](CC1)OC1=CC=C(C#N)C=C1